CC=1N=C(SC1C1=CC2=C(C(=N1)N1CCOCC1)C(N(C2)[C@@H](C(F)(F)F)C)=O)NC(C)=O (R)-N-(4-methyl-5-(4-morpholinyl-3-oxo-2-(1,1,1-trifluoropropan-2-yl)-2,3-dihydro-1H-pyrrolo[3,4-c]pyridin-6-yl)thiazol-2-yl)acetamide